C(CCCCCC(C)C)(=O)OOOC(CC(C)(C)C)(C)C 1,1,3,3-tetramethylbutylperoxy isononanate